BrC=1C=C2C(=NC1O[C@@H](CNC(OC(C)(C)C)=O)C)N(C=C2)COCC[Si](C)(C)C (R)-tert-butyl (2-((5-bromo-1-((2-(trimethylsilyl)ethoxy)methyl)-1H-pyrrolo[2,3-b]pyridin-6-yl)oxy)propyl)carbamate